cyclopropyl-(4-(3-methoxy-4-nitrophenyl)-4-oxo-1,4-azaphosphin-1-yl)methanone C1(CC1)C(=O)N1C=CP(C=C1)(=O)C1=CC(=C(C=C1)[N+](=O)[O-])OC